ClC=1C=NC=C(C1[C@@H](C)OC=1C=C2C(=NN(C2=CC1)C1OCCCC1)C1=CC=C(N=N1)N1CC2(CCN2C(=O)OC(C)(C)C)C1)Cl tert-butyl 6-[6-[5-[(1R)-1-(3,5-dichloro-4-pyridyl)ethoxy]-1-tetrahydropyran-2-yl-indazol-3-yl]pyridazin-3-yl]-1,6-diazaspiro[3.3]heptane-1-carboxylate